N-[2-(3,4-dimethyl-2-oxo-1,2-dihydropyridin-1-yl)-3-{[(CIS)-4-phenylcyclohexyl]oxy}propyl]methane-sulfonamide CC=1C(N(C=CC1C)C(CNS(=O)(=O)C)CO[C@@H]1CC[C@@H](CC1)C1=CC=CC=C1)=O